1-ethynyl-2-fluoro-4-methoxybenzene C(#C)C1=C(C=C(C=C1)OC)F